C(=O)O.O1C(=CC=C1)CC1=CC2=NC=CC(=C2S1)N [(furan-2-yl)methyl]thieno[3,2-b]pyridin-7-amine formate